N-(1-cyanopentyl)-4-methylbenzenesulfonamide C(#N)C(CCCC)NS(=O)(=O)C1=CC=C(C=C1)C